N-{3-[4-(1-methyl-4-piperidylamino)-1-(2,2,2-trifluoroethyl)-6-indolyl]-2-propynyl}cyclopropanecarboxamide CN1CCC(CC1)NC1=C2C=CN(C2=CC(=C1)C#CCNC(=O)C1CC1)CC(F)(F)F